tert-butyldimethyl-((2-(trifluoromethoxy)-5-vinylbenzyl)oxy)-silane C(C)(C)(C)[Si](OCC1=C(C=CC(=C1)C=C)OC(F)(F)F)(C)C